N-methyl-2-morpholinopropionamide CNC(C(C)N1CCOCC1)=O